C(C)(C)(C)OC(=O)N(C1=CN=C(N1C)C(=O)NC)C(=O)OC(C)(C)C 5-(bis(tert-butoxycarbonyl)amino)-N,1-dimethyl-1H-imidazole-2-carboxamide